tert-butyl 4-[2-(5-cyclopropyl-7-fluoro-3,3-dimethyl-2-oxoindol-1-yl)acetamido]butanoate C1(CC1)C=1C=C2C(C(N(C2=C(C1)F)CC(=O)NCCCC(=O)OC(C)(C)C)=O)(C)C